C1CCC2=C(C=3CCCC3C=C12)NC(=O)N=S(=O)(N)C=1C=NN2C1OCCC2 N'-((1,2,3,5,6,7-hexahydro-s-indacen-4-yl)carbamoyl)-6,7-dihydro-5H-pyrazolo[5,1-b][1,3]oxazine-3-sulfonimidamide